4,6-dimethyl-3-nitropyridin-2-amine CC1=C(C(=NC(=C1)C)N)[N+](=O)[O-]